2-(3-(3-ethoxy-3-oxopropyl)-2-methoxyphenyl)-7-((2-hydroxyethyl)sulfonyl)-2,6,6-trimethylheptanoic acid C(C)OC(CCC=1C(=C(C=CC1)C(C(=O)O)(CCCC(CS(=O)(=O)CCO)(C)C)C)OC)=O